1,3,3a,4,5,9b-hexahydro-8-ethyl-5-(tetrahydro-2,5-di-acetoxy-3-furanyl)-naphtho[1,2-c]-furan-1,3-dione C(C)C1=CC=C2C(CC3C(C(OC3=O)=O)C2=C1)C1C(OC(C1)OC(C)=O)OC(C)=O